ethyl 1-(cyanomethyl)-6-(3,6-dihydro-2H-pyran-4-yl)indolizine-2-carboxylate C(#N)CC=1C(=CN2C=C(C=CC12)C=1CCOCC1)C(=O)OCC